C(C1=CC=CC=C1)OC1=C(C(=CC(=C1)Br)F)NS(=O)(=O)NC(OC(C)(C)C)=O tert-butyl {[2-(benzyloxy)-4-bromo-6-fluorophenyl]sulfamoyl}carbamate